C1(CC1)[C@@H]1CC(C(N1S(=O)(=O)C1=CC=C(C)C=C1)=O)P(OCC)(OCC)=O diethyl ((5S)-5-cyclopropyl-2-oxo-1-tosylpyrrolidin-3-yl)phosphonate